tert-butyl 4-(2-fluoro-3-nitro-phenyl)-3,6-dihydro-2H-pyridine-1-carboxylate FC1=C(C=CC=C1[N+](=O)[O-])C=1CCN(CC1)C(=O)OC(C)(C)C